5-(hydroxy(phenyl)methyl)-4H-1,2,4-triazole-3-carboxamide OC(C=1NC(=NN1)C(=O)N)C1=CC=CC=C1